CC=1N=C(C2=C(N1)C=NC(=C2)P2(CCN(CC2)C=2C=NN(C2)C)=O)N[C@H](C)C2=C(C(=CC=C2)C(F)(F)F)C 4-[2-methyl-4-({(1R)-1-[2-methyl-3-(trifluoromethyl)phenyl]ethyl}amino)pyrido[3,4-d]pyrimidin-6-yl]-1-(1-methyl-1H-pyrazol-4-yl)-1,4lambda5-azaphosphinan-4-one